(E)-3-(1-phenyl-3-(m-tolyl)-1H-pyrazol-4-yl)acrylic acid C1(=CC=CC=C1)N1N=C(C(=C1)/C=C/C(=O)O)C=1C=C(C=CC1)C